4-(2-(methylsulfonyl)propan-2-yl)aniline CS(=O)(=O)C(C)(C)C1=CC=C(N)C=C1